dysprosium oxysulfide O=S.[Dy]